2-benzyl-2-(4-bromophenyl)oxirane C(C1=CC=CC=C1)C1(OC1)C1=CC=C(C=C1)Br